FC(CCS(=O)(=O)N1CCC(CC1)C1=NC2=CC=CC=C2C=C1C(=O)N)(F)F (1-((3,3,3-trifluoropropyl)sulfonyl)piperidin-4-yl)quinoline-3-carboxamide